OCCOCC[NH3+] 2-(2-hydroxyethoxy)ethyl-ammonium